C(C)(=O)C1=C(C2=C(N=C(N=C2)NC2=NC=C(C=C2)N2CCN(CC2)C(C2=CC=C(C=C2)CO)=O)N(C1=O)C1CCCC1)C 6-acetyl-8-cyclopentyl-2-((5-(4-(4-(hydroxymethyl)benzoyl)-piperazin-1-yl)pyridin-2-yl)amino)-5-methylpyrido[2,3-d]pyrimidin-7(8H)-one